COCCN1N=CC2=CC(=CC=C12)C=1C(=NC(=NC1)N)N [1-(2-methoxyethyl)indazol-5-yl]-2,4-pyrimidinediamine